O6-[2,2-bis(hydroxymethyl)-3-[6-[(Z)-non-3-enoxy]-6-oxo-hexanoyl]oxy-propyl] O1-[(Z)-non-3-enyl] hexanedioate C(CCCCC(=O)OCC(COC(CCCCC(=O)OCC\C=C/CCCCC)=O)(CO)CO)(=O)OCC\C=C/CCCCC